(S)-2-((7-(2-((4-chloro-2-fluorobenzyl)oxy)pyrimidin-4-yl)-5-fluoro-2,3-dihydrobenzofuran-4-yl)methyl)-4-ethoxy-1-(oxetan-2-ylmethyl)-1H-benzo[d]imidazole-6-carboxylic acid ClC1=CC(=C(COC2=NC=CC(=N2)C2=CC(=C(C=3CCOC32)CC3=NC2=C(N3C[C@H]3OCC3)C=C(C=C2OCC)C(=O)O)F)C=C1)F